2-((1R,4R,7R)-7-isopropyl-5-methylbicyclo[2.2.2]octa-2,5-dien-2-yl)propan-2-ol C(C)(C)[C@@H]1[C@H]2C(=C[C@H](C(=C2)C)C1)C(C)(C)O